C(C)(C)C=1C(=CC2=C(N(C(N2)=O)C2CCC(CC2)NCCOC)C1)C=1C(=C(C=2N(C1)N=CN2)OC)C 6-isopropyl-5-(8-methoxy-7-methyl-[1,2,4]triazolo[1,5-a]pyridin-6-yl)-1-(4-((2-methoxyethyl)amino)cyclohexyl)-1,3-dihydro-2H-benzo[d]imidazol-2-one